C(#N)C1=CC=C(C=C1)NC(NC1=CC=C(C=C1)C#N)=S bis(4-cyanophenyl)thiourea